C(O)([O-])=O.C(C)(C)C1=C(C(=CC=C1)C(C)C)N1C[NH+](C=C1)C1=C(C=CC=C1C(C)C)C(C)C 1,3-dihydro-1,3-bis(2,6-diisopropyl-phenyl)imidazol-ium hydrogen carbonate